C(CCC)N(C(=O)OCC1=C(SC(=C1)Cl)C1=NC=C(C(=N1)C)O[C@@H]1C[C@H](CCC1)C(=O)O)C (1S,3S)-3-((2-(3-(((butyl(methyl)carbamoyl)oxy)methyl)-5-chlorothiophen-2-yl)-4-methylpyrimidin-5-yl)oxy)cyclohexane-1-carboxylic acid